(E)-3-(4-(1-(2-cyano-N-methyl-3-(thiazol-2-yl)acrylamido)butyl)phenyl)propanoic acid C(#N)/C(/C(=O)N(C)C(CCC)C1=CC=C(C=C1)CCC(=O)O)=C\C=1SC=CN1